Tert-butyl (1r,5s,6s)-6-(((6-chloropyridazin-3-yl) methyl) amino)-3-azabicyclo[3.1.0]hexane-3-carboxylate ClC1=CC=C(N=N1)CNC1[C@@H]2CN(C[C@H]12)C(=O)OC(C)(C)C